C1(CC1)C1=C(C(=NO1)C1=C(C=CC=C1Cl)Cl)CO[C@H]1[C@@H]2[C@H](N([C@H](C1)C2)C=2C=CC(=NC2)C(=O)O)C 5-[(1S,3R,4S,5R)-5-{[5-cyclopropyl-3-(2,6-dichlorophenyl)-1,2-oxazol-4-yl]methoxy}-3-methyl-2-azabicyclo[2.2.1]heptan-2-yl]pyridine-2-carboxylic acid